C1(CC1)C=1C(=NOC1)C(=O)N[C@H](C(=O)NC1=NC=CC(=C1)C(COC)N1C(N[C@@H](C1)C(F)(F)F)=O)C1CCC(CC1)C 4-Cyclopropyl-N-((S)-2-((4-(2-methoxy-1-((S)-2-oxo-4-(trifluoromethyl)imidazolidin-1-yl)ethyl)pyridin-2-yl)amino)-1-((1r,4S)-4-methylcyclohexyl)-2-oxoethyl)isoxazole-3-carboxamide